dimethyl-pyrrolidin CC1N(CCC1)C